CC1=CC(=NC(=C1)C)C1=C(C=CC(=C1)NC(=S)N)S(=O)(=O)N (4,6-dimethylpyridin-2-yl)-4-thioureidobenzenesulfonamide